(-)-sec-pentoxychromone C(C)(CCC)OC=1OC2=CC=CC=C2C(C1)=O